COC(=O)C=1C(=NC2=CC=C(C=C2C1)C)COC1=CC=C(C=C1)C1=NN(C=C1C1=CC=NC=C1)C 6-methyl-2-[[4-[1-methyl-4-(4-pyridinyl)pyrazol-3-yl]phenoxy]methyl]quinoline-3-carboxylic acid methyl ester